3-[3-methyl-2-oxo-4-[[4-(4-piperidyloxymethyl)-1-piperidyl]methyl]benzimidazol-1-yl]piperidine CN1C(N(C2=C1C(=CC=C2)CN2CCC(CC2)COC2CCNCC2)C2CNCCC2)=O